gamma-(2,3-epoxypropyl)-propyl-trimethoxysilane C(C1CO1)CCC[Si](OC)(OC)OC